1-(2-{(3S)-3-[5-(4-Aminophenyl)-4-fluoro-1H-imidazol-2-yl]-5-oxo-1,2,3,5-tetrahydro-7-indolizinyl}-4-chlorophenyl)-1H-1,2,3-triazol-4-carbonitril NC1=CC=C(C=C1)C1=C(N=C(N1)[C@@H]1CCC2=CC(=CC(N12)=O)C1=C(C=CC(=C1)Cl)N1N=NC(=C1)C#N)F